N-((1-(3-fluorobenzyl)cyclobutyl)methyl)-6-oxo-1,6-dihydropyridazine-3-carboxamide FC=1C=C(CC2(CCC2)CNC(=O)C2=NNC(C=C2)=O)C=CC1